2-chloro-9-isopropyl-N-((6'-(trifluoromethyl)-[2,3'-bipyridin]-3-yl)methyl)-9H-purin-6-amine ClC1=NC(=C2N=CN(C2=N1)C(C)C)NCC=1C(=NC=CC1)C=1C=NC(=CC1)C(F)(F)F